FC1=C(C=NC=C1)C1CN(C1)C(=O)[C@@H]1CC[C@H]2N1C([C@H](CCC2)NC(OC(C)(C)C)=O)=O tert-butyl ((3S,6S,9aS)-3-(3-(4-fluoropyridin-3-yl)azetidine-1-carbonyl)-5-oxooctahydro-1H-pyrrolo[1,2-a]azepin-6-yl)carbamate